O=C1NC(CCC1N1C(C2=CC=C(C=C2C1)CNC(C(C1=NC=C(C=C1)C(C)C)(F)F)=O)=O)=O N-((2-(2,6-dioxopiperidin-3-yl)-1-oxoisoindolin-5-yl)methyl)-2,2-difluoro-2-(5-isopropylpyridin-2-yl)acetamide